5-(benzylethylamino)-2-pyridin-2-yl-4,5,6,7-tetrahydro-2H-indazol-3-ol hydrochloride Cl.C(C1=CC=CC=C1)N(C1CC2=C(N(N=C2CC1)C1=NC=CC=C1)O)CC